C(C1=CC=CC=C1)OC1=C(N(N=C1C)CCC)C1=NC(=NN1CC1=CC=C(C=C1)OC)N1N=C(C=2C1=CN=C(C2)C)C(=O)NCC2=C(C=C(C=C2)OC)OC 1-[5-(4-benzyloxy-5-methyl-2-propyl-pyrazol-3-yl)-1-[(4-methoxyphenyl)methyl]-1,2,4-triazol-3-yl]-N-[(2,4-dimethoxyphenyl)methyl]-5-methyl-pyrazolo[3,4-c]pyridine-3-carboxamide